(R)-N-(8-methylisoquinolin-1-yl)-4-(3-methylisothiazol-5-yl)-N-(piperidin-3-yl)piperidine-1-carboxamide CC=1C=CC=C2C=CN=C(C12)N(C(=O)N1CCC(CC1)C1=CC(=NS1)C)[C@H]1CNCCC1